N1=CC=C2N1C=CC(=N2)C(C)=O 1-(pyrazolo[1,5-a]pyrimidin-5-yl)ethan-1-one